6-(3-chloro-6-(difluoromethoxy)-2-fluorophenyl)-3-methyl-N-(1-((S)-1-(5-methyl-6-((1r,5S)-2-oxo-3-azabicyclo[3.1.0]hex-3-yl)pyridazin-3-yl)ethyl)-1H-pyrazol-4-yl)pyrazine-2-carboxamide ClC=1C(=C(C(=CC1)OC(F)F)C1=CN=C(C(=N1)C(=O)NC=1C=NN(C1)[C@@H](C)C=1N=NC(=C(C1)C)N1C([C@@H]2C[C@@H]2C1)=O)C)F